FC1(CC(CC1)NC(=O)NCC1=CC(=NC=C1)OC(F)F)F 1-(3,3-difluorocyclopentyl)-3-[[2-(difluoromethoxy)pyridin-4-yl]methyl]urea